5-bromo-2-(4-fluorophenyl)thiazole BrC1=CN=C(S1)C1=CC=C(C=C1)F